N1-(2-(dimethylamino)ethyl)-N1-methyl-N4-(5-methoxy-4-(7-methyl-1H-indol-3-yl)pyrimidin-2-yl)-2-nitrobenzene-1,4-diamine CN(CCN(C1=C(C=C(C=C1)NC1=NC=C(C(=N1)C1=CNC2=C(C=CC=C12)C)OC)[N+](=O)[O-])C)C